(3-chloro-4-fluoro-phenyl)difluoroacetic acid ClC=1C=C(C=CC1F)C(C(=O)O)(F)F